C(C)(CC)OC(C)C isopropyl sec.-butyl ether